NC1=C(C=C(N=N1)C1=C(C=CC=C1)O)N1C[C@@H]2C([C@@H]2C1)N 2-(6-amino-5-((1R,5S,6s)-6-amino-3-azabicyclo[3.1.0]hexan-3-yl)pyridazin-3-yl)phenol